(R)-4-(4-fluoro-1-(4-methyl-3-(5-((tetrahydrofuran-3-yl)amino)-4H-1,2,4-triazol-3-yl)benzoyl)piperidin-4-yl)benzonitrile FC1(CCN(CC1)C(C1=CC(=C(C=C1)C)C1=NN=C(N1)N[C@H]1COCC1)=O)C1=CC=C(C#N)C=C1